CC1=C(C=NC=C1)C1=CC=NC2=NC=CC=C12 4-(4-methyl-3-pyridyl)-1,8-naphthyridine